5-cyclopropyl-3-(methylsulfinyl)-1,2,4-triazine C1(CC1)C=1N=C(N=NC1)S(=O)C